N-5-methylisoxazolyl-3-formyl-S-methyl-L-cysteinyl-O-methyl-L-seryl-L-leucyl-methyloxirane CC1=CC(=NO1)N[C@@H](C(SC)C=O)C(=O)N[C@@H](COC)C(=O)N[C@@H](CC(C)C)C(=O)C1(OC1)C